CC1=CNC(=C1)B1OC(C(O1)(C)C)(C)C 3-methyl-5-(4,4,5,5-tetramethyl-1,3,2-dioxaborol-2-yl)-1H-pyrrole